2-(5-(2-(7,8-Dimethyl-[1,2,4]triazolo[1,5-a]pyridin-6-yl)-3-isopropyl-1H-indol-5-yl)hexahydrocyclopenta[c]pyrrol-2(1H)-yl)acetonitril CC1=C(C=2N(C=C1C=1NC3=CC=C(C=C3C1C(C)C)C1CC3C(CN(C3)CC#N)C1)N=CN2)C